P(OCCCCCCC(C)C)(OCCCCCCC(C)C)OCCCCCCC(C)C triiso-nonyl phosphite